NC1=NC=CC=C1C1=NC=2C(=NC(=CC2)C2=CC=CC=C2)N1C=1C=CC(=NC1)NC(C1=C(C=C(C=C1)C1=NSC(N1)=O)F)=O N-[5-[2-(2-amino-3-pyridyl)-5-phenyl-imidazo[4,5-b]pyridin-3-yl]-2-pyridyl]-2-fluoro-4-(5-oxo-4H-1,2,4-thiadiazol-3-yl)benzamide